Br[C@H]1[C@@](C1)(C(=O)O)C trans-2-bromo-1-methyl-cyclopropanecarboxylic acid